(S)-1-((2'-chloro-4-(difluoromethyl)-[2,4'-bipyridin]-5-yl)oxy)-2,4-dimethylpentan-2-amine ClC1=NC=CC(=C1)C1=NC=C(C(=C1)C(F)F)OC[C@](CC(C)C)(N)C